N-[(benzyloxy)carbonyl]-L-alanyl-N-methyl-L-alanyl-L-leucine C(C1=CC=CC=C1)OC(=O)N[C@@H](C)C(=O)N([C@@H](C)C(=O)N[C@@H](CC(C)C)C(=O)O)C